1-(6-(3-(dimethylamino)azetidin-1-yl)pyridin-3-yl)-6-methyl-4-oxo-7-(2-oxo-4-((pyridin-2-yloxy)methyl)azetidin-1-yl)-1,4-dihydroquinoline-3-carboxylic acid CN(C1CN(C1)C1=CC=C(C=N1)N1C=C(C(C2=CC(=C(C=C12)N1C(CC1COC1=NC=CC=C1)=O)C)=O)C(=O)O)C